C(CCC)O[NH-] butoxyamide